[Cl-].C(C=C)(=O)OC(C)[N+](C)(C)C (acryloyloxy)-N,N,N-trimethylethaneaminium chloride